(Z)-2-bromo-1-methoxy-4-styrylbenzene BrC1=C(C=CC(=C1)\C=C/C1=CC=CC=C1)OC